6-(pyridin-3-ylmethoxy)pyrazolo[1,5-a]pyridine-3-carbonitrile N1=CC(=CC=C1)COC=1C=CC=2N(C1)N=CC2C#N